2-(3,4-dihydroquinolin-1(2H)-yl)1-(piperidin-1-yl)ethan-1-one N1(CCCC2=CC=CC=C12)CC(=O)N1CCCCC1